tert-butyl 2-[2-[2-[2-[2-(3-hydroxyphenoxy)ethoxy]ethoxy]ethoxy]ethoxy]acetate OC=1C=C(OCCOCCOCCOCCOCC(=O)OC(C)(C)C)C=CC1